ClC=1C(=NC=CC1C=1C(=C(C=CC1)NC(C1=NC=C(C=C1)CNCCOC)=O)C)C1=CC(=C(C=C1)CNC[C@H]1NC(CC1)=O)OC (S)-N-(3-(3-chloro-2-(3-methoxy-4-((((5-oxopyrrolidin-2-yl)methyl)amino)methyl)phenyl)pyridin-4-yl)-2-methylphenyl)-5-(((2-methoxyethyl)amino)methyl)picolinamide